(3s,4r)-3-hydroxy-4-((4-(trifluoromethyl)phenyl)amino)piperidine-1-carboxylic acid tert-butyl ester C(C)(C)(C)OC(=O)N1C[C@@H]([C@@H](CC1)NC1=CC=C(C=C1)C(F)(F)F)O